1-Methyl-2-(6-trifluoromethoxy-benzothiazol-2-ylamino)-1H-benzimidazole-5-carboxylic acid (2-dimethylcarbamoyl-ethyl)-amide CN(C(=O)CCNC(=O)C1=CC2=C(N(C(=N2)NC=2SC3=C(N2)C=CC(=C3)OC(F)(F)F)C)C=C1)C